3-Bromo-6-fluoro-1-benzothiophene-2-carboxylic acid methyl ester COC(=O)C=1SC2=C(C1Br)C=CC(=C2)F